C(C)(C)(C)N(C(O)=O)[C@@H](C(=O)N1CCN(CC1)C=1C=C(C=CC1)C1=CC=CC=C1)COC.CC1=C(C=CC=C1)N=C(C)C(C)=NC1=C(C=CC=C1)C 2,3-bis(2-methylphenyl-imino)butane (R)-tert-butyl(1-(4-([1,1'-biphenyl]-3-yl)piperazin-1-yl)-3-methoxy-1-oxopropan-2-yl)carbamate